CN1C(C(=CC(=C1)C1=CC(=CC(=C1)OCC1=CC=CC=C1)S(=O)(=O)C)C)=O 1,3-dimethyl-5-(3-methylsulfonyl-5-phenylmethoxyphenyl)pyridin-2-one